CC1(C=C)CC=CC=C1 1-Methylstyrol